Cl.C1(C=CC=C1)[Zr+2]C1C=CC=C1 bis(cyclopentadienyl)zirconium (IV) hydrochloride